CSCCC[SiH](Cl)Cl dichlorosilylpropyl methyl sulfide